2,2,4,4-Tetramethylglutaronitrile CC(C#N)(CC(C#N)(C)C)C